[F-].C(CCCCC)[NH+]1CC(CC1)CCCC 1-hexyl-3-butylpyrrolidinium fluoride salt